NCCCOC1=NC=CC(=C1C1=CC(=NN1)NC=1N=CC(=NC1)C#N)OC 5-({5-[2-(3-aminopropoxy)-4-methoxypyridin-3-yl]-1H-pyrazol-3-yl}amino)pyrazine-2-carbonitrile